2-[[4-(trifluoromethyl-sulfonyl)phenyl]methyl]-2,6-diazaspiro[3.3]heptane FC(S(=O)(=O)C1=CC=C(C=C1)CN1CC2(C1)CNC2)(F)F